N-(3-hydroxy-2,2,3-trimethyl-chroman-4-yl)-3-[(1R)-1-(2-imino-4,4-dimethyl-6-oxo-hexahydropyrimidin-1-yl)ethyl]benzamide OC1(C(OC2=CC=CC=C2C1NC(C1=CC(=CC=C1)[C@@H](C)N1C(NC(CC1=O)(C)C)=N)=O)(C)C)C